tert-butyl 2-[4-[[(4-methoxy-3-pentoxyphenyl)carbamoylamino]methyl]pyrrolo[2,3-b]pyridin-1-yl]acetate COC1=C(C=C(C=C1)NC(=O)NCC1=C2C(=NC=C1)N(C=C2)CC(=O)OC(C)(C)C)OCCCCC